1-(2,5-dimethylphenyl)-3-(1-(4-methoxyphenyl)-1H-pyrrol-3-yl)urea CC1=C(C=C(C=C1)C)NC(=O)NC1=CN(C=C1)C1=CC=C(C=C1)OC